5-(2,3-dimethylphenyl)-6-methoxy-1-(4-methoxybenzyl)-3-(1-(piperidin-4-yl)-1H-pyrazol-4-yl)-1H-pyrazolo[4,3-b]pyridine CC1=C(C=CC=C1C)C1=C(C=C2C(=N1)C(=NN2CC2=CC=C(C=C2)OC)C=2C=NN(C2)C2CCNCC2)OC